N[C@@H]1CN(CC[C@H]1F)C1=NC2=C(N1CC1=NC=C(C#N)C=C1)C=C(C=C2)C(F)(F)F 6-((2-((3R,4R)-3-Amino-4-fluoropiperidin-1-yl)-6-(trifluoromethyl)-1H-benzo[d]imidazol-1-yl)methyl)nicotinonitril